((7-bromo-3-((3-fluorophenyl)carbamoyl)isoquinolin-6-yl)difluoromethyl)phosphonic acid BrC1=C(C=C2C=C(N=CC2=C1)C(NC1=CC(=CC=C1)F)=O)C(F)(F)P(O)(O)=O